NC=1C=CC(=C(C(=O)NC2=CC=C(C=C2)C)C1)N1CCCCC1 5-amino-2-(piperidin-1-yl)-N-(p-tolyl)benzamide